C(C)(C)(C)OC(NCC(=O)N1CCOCC1)=O (2-morpholino-2-oxoethyl)carbamic acid tert-butyl ester